1,3-bis[4-(4-maleimidophenoxy)-alpha,alpha-dimethylbenzyl]benzene C1(C=CC(N1C1=CC=C(OC2=CC=C(C(C)(C)C3=CC(=CC=C3)C(C3=CC=C(C=C3)OC3=CC=C(C=C3)N3C(C=CC3=O)=O)(C)C)C=C2)C=C1)=O)=O